ClC1=CC=C([C@@H](C(=O)O)O)C=C1 L-para-chloromandelic acid